C(C)(=O)N[C@@H](CC1=CC=CC=C1)C(=O)O |r| Acetyl-DL-phenylalanine